2-(8-((Cyclobutylmethyl)sulfanyl)imidazo[1,5-a]pyridin-3-yl)propan-2-amine C1(CCC1)CSC=1C=2N(C=CC1)C(=NC2)C(C)(C)N